OC1=CC(CC(C1)C1=C(C=CC=C1)C)=O 5-hydroxy-2'-methyl-1,6-dihydro-[1,1'-biphenyl]-3(2H)-one